FC1=C(OC=2C=NC3=CC(=NC=C3C2)C(C(F)F)O)C=CC(=C1)F 1-(3-(2,4-difluorophenoxy)-1,6-naphthyridin-7-yl)-2,2-difluoroethan-1-ol